ClC1=C2CN(CC2=CC=C1)C1CCN(CC1)C(=O)OC(C)(C)C tert-Butyl 4-(4-chloroisoindolin-2-yl)piperidine-1-carboxylate